(1R,3s,5S)-8-((1,4-Dimethyl-1H-pyrazol-5-yl)sulfonyl)-3-(4-methylpiperidin-1-yl)-8-azabicyclo[3.2.1]octane CN1N=CC(=C1S(=O)(=O)N1[C@H]2CC(C[C@@H]1CC2)N2CCC(CC2)C)C